(S)-3-(2-(3-methoxy-3-oxoprop-1-enoxy)ethyl)pyrrolidine-1-carboxylic acid tert-butyl ester C(C)(C)(C)OC(=O)N1C[C@@H](CC1)CCOC=CC(=O)OC